COC1=CC=C(C=C1)C(\C=C\SC1=CC=CC=C1)=O (E)-1-(4-methoxyphenyl)-3-(phenylsulfanyl)prop-2-en-1-one